CC=1N(C=2N(C(C(=C(N2)C(F)(F)F)C=2C=NN(C2)CC(C(F)(F)F)(F)F)=O)C1)C1=CC=NC=C1 2-methyl-6-[1-(2,2,3,3,3-pentafluoropropyl)-1H-pyrazol-4-yl]-1-(pyridin-4-yl)-7-(trifluoromethyl)-1H,5H-imidazo[1,2-a]pyrimidin-5-one